OC1=C(C=C(C=O)C=C1Br)Br 4-hydroxy-3,5-dibromobenzaldehyde